CN1C([C@H](N=C(C2=C1C=CC=C2)C2=CC=CC=C2)NC([C@@H]([C@@H](C(=O)N)CCC(F)(F)F)CCC(F)(F)F)=O)=O (2R,3S)-N-[(3S)-1-methyl-2-oxo-5-phenyl-2,3-dihydro-1H-1,4-benzodiazepin-3-yl]-2,3-bis(3,3,3-trifluoropropyl)succinamide